(3-(trifluoromethyl)tetrahydrofuran-3-yl)methanol FC(C1(COCC1)CO)(F)F